2-(4-(amino-methyl)-4-fluoro-piperidin-1-yl)-5-(4-chloro-2-methyl-2H-indazol-5-yl)-3-methyl-3,7-dihydro-4H-pyrrolo[2,3-d]pyrimidin-4-one NCC1(CCN(CC1)C=1N(C(C2=C(N1)NC=C2C2=C(C1=CN(N=C1C=C2)C)Cl)=O)C)F